ClC=1C(=C(C=CC1)NC(=O)C1=CC(=CC=2NC(=NC21)CN(C)C)NC(=O)C2=C(C=CC=C2)C(F)(F)F)C N-(3-chloro-2-methylphenyl)-2-[(dimethylamino)methyl]-6-({[2-(trifluoromethyl)phenyl]carbonyl}amino)-1H-benzoimidazole-4-carboxamide